ClCC=1C(=C(C(=C(C1CC)CCl)CC)O)CC 3,5-bis(chloromethyl)-2,4,6-triethylphenol